NC(CO)C1=CC=C(C=C1)CCOCC 2-amino-2-(4-(2-ethoxyethyl)phenyl)ethanol